(3,5-Bis(benzyloxy)-4-bromophenyl)(cyclopropyl)methanol C(C1=CC=CC=C1)OC=1C=C(C=C(C1Br)OCC1=CC=CC=C1)C(O)C1CC1